3-(5-methyl-1,3-thiazol-2-yl)-5-[(3S)-tetrahydrofuran-3-yloxy]-N-{1-[5-(trifluoromethyl)-1,3,4-thiadiazol-2-yl]ethyl}benzamide CC1=CN=C(S1)C=1C=C(C(=O)NC(C)C=2SC(=NN2)C(F)(F)F)C=C(C1)O[C@@H]1COCC1